CC=1N(C=C(N1)C(C)=O)[Si](C1=CC=CC=C1)(C1=CC=CC=C1)C1=CC=CC=C1 1-[2-methyl-1-(triphenylsilyl)imidazol-4-yl]ethanone